ClC=1C(=C(C=CC1F)N(C=O)C)F N-(3-chloro-2,4-difluorophenyl)-N-methylformamide